(3S)-1-[(2R)-2-[[2-chloro-4-(2-chlorophenyl)-7-quinolyl]oxy]propanoyl]piperidine-3-carboxylic acid ClC1=NC2=CC(=CC=C2C(=C1)C1=C(C=CC=C1)Cl)O[C@@H](C(=O)N1C[C@H](CCC1)C(=O)O)C